N[C@@H]1C[C@H](C1)ON1C(C2=CC=CC=C2C1=O)=O trans-2-(3-aminocyclobutoxy)isoindoline-1,3-dione